lauroyl-arginine Ethyl ester hydrochloride Cl.C(C)OC([C@@H](NC(CCCCCCCCCCC)=O)CCCNC(N)=N)=O